ClC=1C=C2[C@H](CCOC2=CC1)N[S@@](=O)C(C)(C)C (S)-N-[(S)-6-chlorochroman-4-yl]-2-methylpropan-2-sulfinamide